C(C)OC=1C=C(C=CC1OC)[C@@H](CS(=O)(=O)C)N1C(C2=CC=CC(=C2C1=O)NC(C)=O)=O (S)-N-(2-(1-(3-ethoxy-4-methoxyphenyl)-2-(methylsulfonyl)ethyl)-1,3-dioxoisoindolin-4-yl)acetamide